5-((1-cyanocyclopropyl)methyl)-6-methylnicotinonitrile C(#N)C1(CC1)CC=1C(=NC=C(C#N)C1)C